CN1C2=C(OCC1=O)C=CC(=C2)C2=CC=C1C(CCOC1=C2)NC(O[C@@H]2CN1CCC2CC1)=O (S)-quinuclidin-3-yl (7-(4-methyl-3-oxo-3,4-dihydro-2H-benzo[b][1,4]oxazin-6-yl)chroman-4-yl)carbamate